COC1=CC(=C(C=C1)O)C(C)C 4-methoxy-2-isopropyl-phenol